2-chloro-1-(p-tolyl)ethan-1-one ClCC(=O)C1=CC=C(C=C1)C